N1C=NC(=C1)CC(=O)N[C@H]1C[C@H](N(C1)C=1C2=C(N=C(N1)C)C1=C(O2)C=CC=C1)C(=O)O (2S,4S)-4-(2-(1H-imidazol-4-yl)acetamido)-1-(2-methylbenzofuro[3,2-d]pyrimidin-4-yl)pyrrolidine-2-carboxylic acid